thiophosphinic acid [PH2](O)=S